ICCC/C=C/C(OCCC)OCCC (2E)-6-iodo-1,1-dipropoxy-2-hexene